N,N'-bis{4-(benzoxazole-2-yl)phenyl}-N,N'-diphenyl-4,4'-diamino-1,1'-biphenyl O1C(=NC2=C1C=CC=C2)C2=CC=C(C=C2)N(C2=CC=C(C=C2)C2=CC=C(C=C2)N(C2=CC=CC=C2)C2=CC=C(C=C2)C=2OC1=C(N2)C=CC=C1)C1=CC=CC=C1